COC1=C(C(=O)NC2=C(C(=O)NCCC3=CC=CC=C3)C=CC=C2OC)C=CC(=C1)OC 2-(2,4-dimethoxybenzamido)-3-methoxy-N-phenethylbenzamide